6-fluorohexahydro-1H-pyrrolizin FC1CN2CCCC2C1